BrC=1C(=CC=2C3=C(C(=NC2C1F)N1CC(C1)N(C)C)N=CN3[C@@H]3C[C@H](N(CC3)C(=O)OC(C)(C)C)C(N)=O)Cl tert-butyl (2S,4S)-4-(7-bromo-8-chloro-4-(3-(dimethylamino)azetidin-1-yl)-6-fluoro-1H-imidazo[4,5-c]quinolin-1-yl)-2-carbamoylpiperidine-1-carboxylate